(3-bromopropyl) (trityl) sulfone C(C1=CC=CC=C1)(C1=CC=CC=C1)(C1=CC=CC=C1)S(=O)(=O)CCCBr